FC(CN1N=CC=2C1=NC(=CN2)N2CCC1(CCN(C1=O)C=1C=NC=C(C1)C(F)(F)F)CC2)F 8-(1-(2,2-difluoroethyl)-1H-pyrazolo[3,4-b]pyrazin-6-yl)-2-(5-(trifluoromethyl)pyridin-3-yl)-2,8-diazaspiro[4.5]decan-1-one